C1(=C(C=CC=C1)C1COC2=C1C=C(C=C2C(=O)N)C(=O)N)C 3-(o-tolyl)-2,3-dihydrobenzofuran-5,7-dicarboxamide